1-(3-Bromo-2-tolyl)-1,4-dihydro-5-tetraazolone BrC=1C(=C(C=CC1)C)N1N=NNC1=O